N-(2-methoxyethyl)-N-methylacetamide COCCN(C(C)=O)C